COC=1C=C2C=CN=C(C2=C(C1)C)N(C(C1=CC=C(C=C1)C1=NC(=NO1)C)=O)[C@H]1CNCCC1 N-(6-methoxy-8-methyl-1-isoquinolyl)-4-(3-methyl-1,2,4-oxadiazol-5-yl)-N-[(3R)-3-piperidyl]benzamide